OC=1C=C2C(=NC1)N(C(N2C)=O)C(=O)OC(C)(C)C tert-butyl 6-hydroxy-1-methyl-2-oxoimidazo[4,5-b]pyridine-3-carboxylate